3-(methoxymethyl)pyrrolidine COCC1CNCC1